6-(4-methoxy-5H-pyrrolo[3,2-d]pyrimidin-5-yl)-2-methyl-1-(3-(trifluoromethoxy)benzyl)-1H-imidazo[4,5-b]pyridine COC=1C2=C(N=CN1)C=CN2C=2C=C1C(=NC2)N=C(N1CC1=CC(=CC=C1)OC(F)(F)F)C